ethyl (1S,6'E)-6-chloro-9'-methyl-10'-oxo-3,4-dihydro-2H-spiro[naphthalene-1,19'-[17]oxa[1,9]diazatricyclo[11.7.2.0~16,21~]docosa[6,13,15,21]tetraene]-12'-carboxylate ClC=1C=C2CCC[C@]3(COC4=CC=C5C(CC(N(C/C=C/CCCCN(C3)C4=C5)C)=O)C(=O)OCC)C2=CC1